ClC=1C=C(C=C2C=C(N=CC12)NC(=O)[C@H]1[C@@H](C1)C#N)C1=C(C=NS1)C |r| (+-)-trans-N-[8-chloro-6-(4-methylisothiazol-5-yl)-3-isoquinolinyl]-2-cyano-cyclopropanecarboxamide